SC(CCCS)O 1,4-dimercaptobutanol